CN1C(CCC1)CCNC1=NC=C(C(=N1)NC1=CC=CC=C1)C(=O)N 2-(2-(1-methylpyrrolidin-2-yl)ethylamino)-4-(phenylamino)pyrimidine-5-carboxamide